3-ethyl-2,4-imidazolidinedione C(C)N1C(NCC1=O)=O